N2-isopropyl-N4-(2-(trifluoromethoxy)benzyl)thieno[3,2-d]pyrimidine-2,4-diamine C(C)(C)NC=1N=C(C2=C(N1)C=CS2)NCC2=C(C=CC=C2)OC(F)(F)F